C(C1=CC=CC=C1)[C@@H]1N(OCC1)C1=CC(=NC=N1)NC=1C(=CC(=C(C1)C(C(=O)N)=C)N1[C@@H]2CN([C@H](C1)C2)CC)OC (5-((6-((S)-3-benzylisooxazolidin-2-yl)pyrimidin-4-yl)amino)-2-((1S,4S)-5-ethyl-2,5-diazabicyclo[2.2.1]hept-2-yl)-4-methoxyphenyl)acrylamide